C(C)NC(CN1N=C(C=CC1=O)C=1C=NC(=CC1)N1C(CCC1)C(F)(F)F)=O N-ethyl-2-(6-oxo-3-(6-(2-(trifluoromethyl)pyrrolidin-1-yl)pyridin-3-yl)pyridazin-1(6H)-yl)acetamide